ClC1=C(C=CC=C1)CC(=O)NC1=CC(=C(C=C1)C=1SC=C(N1)C(F)(F)F)S(N)(=O)=O 2-(2-Chlorophenyl)-N-{3-sulfamoyl-4-[4-(trifluoromethyl)-1,3-thiazol-2-yl]phenyl}acetamide